FC1=CC=C(C=C1)C1=CC(=NN1)C1=CC=C(C(=O)OC)C=C1 methyl 4-[5-(4-fluorophenyl)-1H-pyrazol-3-yl]benzoate